2-(3-iodophenyl)-5-(trifluoromethyl)pyrido[3,4-d]pyrimidin-8-amine IC=1C=C(C=CC1)C=1N=CC2=C(N1)C(=NC=C2C(F)(F)F)N